tert-butyl 8-(5-fluoro-2-(pyridin-4-yl) pyrido[3,4-d]pyrimidin-4-yl)-2,8-diazaspiro[4.5]decane-2-carboxylate FC1=CN=CC=2N=C(N=C(C21)N2CCC1(CCN(C1)C(=O)OC(C)(C)C)CC2)C2=CC=NC=C2